4-((2R,4r,6S)-7-((3-chloro-5-methoxy-7-methyl-1H-indol-4-yl)methyl)-2-cyano-7-azaspiro[3.5]nonan-6-yl)-N-((1-methylazetidin-3-yl)methyl)benzamide ClC1=CNC2=C(C=C(C(=C12)CN1[C@@H](CC2(CC(C2)C#N)CC1)C1=CC=C(C(=O)NCC2CN(C2)C)C=C1)OC)C